tert-Butyl (3R,5R)-3-fluoro-5-{3-[2-(methoxymethoxy)-6-methyl-4-(trifluoromethyl)phenyl]-5,6-dihydro-7H-pyrrolo[2,3-c]pyridazin-7-yl}piperidine-1-carboxylate F[C@H]1CN(C[C@@H](C1)N1CCC2=C1N=NC(=C2)C2=C(C=C(C=C2C)C(F)(F)F)OCOC)C(=O)OC(C)(C)C